CC1=C(C=CC=C1C)C1CC(C1)N(C(=O)C1CC2(C1)NC(OC2)=O)C N-((1r,3R)-3-(2,3-dimethylphenyl)cyclobutyl)-N-methyl-6-oxo-7-oxa-5-azaspiro[3.4]octane-2-carboxamide